4-ethyl-4-hydroxy-3,14-dioxo-3,4,12,14-tetrahydro-1H-pyrano[3',4':6,7]indolizino[1,2-b]quinolin-9-yl (2S,5R)-2,5-dimethylpiperazine-1-carboxylate TFA salt OC(=O)C(F)(F)F.C[C@@H]1N(C[C@H](NC1)C)C(=O)OC1=CC=2C=C3C(=NC2C=C1)C1=CC2=C(C(N1C3)=O)COC(C2(O)CC)=O